3-[tert-butyl(dimethyl)silyl]oxypropan-1-amine [Si](C)(C)(C(C)(C)C)OCCCN